1-bromo-2,3-butanedione BrCC(C(C)=O)=O